C(C)(=O)C1=NN(C2=CC=C(C=C12)C=1C=NC(=NC1)C)CC(=O)N1[C@H]2C[C@]2(C[C@H]1C(=O)NC1=NC(=CC=C1C)Br)CN(C)C (1S,3S,5S)-2-(2-(3-acetyl-5-(2-methylpyrimidin-5-yl)-1H-indazol-1-yl)acetyl)-N-(6-bromo-3-methylpyridin-2-yl)-5-((dimethylamino)methyl)-2-azabicyclo[3.1.0]hexane-3-carboxamide